CCC(CC)N1N=CC(=C1)C=1C=2N(C=C(N1)C=1C=NN(C1)CC[C@@H](CO)O)N=CC2 (S)-4-(4-(4-(1-(pentan-3-yl)-1H-pyrazol-4-yl)pyrazolo[1,5-a]pyrazin-6-yl)-1H-pyrazol-1-yl)butane-1,2-diol